O[C@H](C1(CC1)C(=O)N)[C@@H]1N2C(C3=CC=CC=C13)=CN=C2 1-((R)-hydroxy((R)-5H-imidazo[5,1-a]isoindol-5-yl)methyl)cyclopropane-1-carboxamide